OC1=C(C(=CC(=C1)O)O)C(\C=C\C1=CC(=C(C=C1)OCC1=CC=CC=C1)OCC1=CC=CC=C1)=O (E)-2',4',6'-Trihydroxy-beta-[3,4-bis(benzyloxy)phenyl]acrylophenone